adamantancarboxylic acid ethyl amide C(C)NC(=O)C12CC3CC(CC(C1)C3)C2